FC=1C=C(C=CC1)[C@H](CN[C@H]1CC[C@H](CC1)CC(C)(C)NC(C)=O)O N-(1-((cis)-4-(((R)-2-(3-Fluorophenyl)-2-hydroxyethyl)amino)cyclohexyl)-2-methylpropan-2-yl)acetamide